4-(4-(4-fluorophenyl)-1H-1,2,3-triazol-1-yl)naphthalene FC1=CC=C(C=C1)C=1N=NN(C1)C1=CC=CC2=CC=CC=C12